6-bromo-2-((3,3-difluoropiperidin-4-yl)oxy)-3-(((S)-tetrahydrofuran-3-yl)oxy)benzonitrile TFA salt OC(=O)C(F)(F)F.BrC1=CC=C(C(=C1C#N)OC1C(CNCC1)(F)F)O[C@@H]1COCC1